NCC[N+]1=C(NC=C1)CCN bis-aminoethylimidazolium